ClC=1C(=NC(=NC1)NC=1C=NN(C1)C)N1C[C@]2([C@@](C1)(CN(C2)CCO)C)C 2-((3aR,6aS)-5-(5-Chloro-2-((1-methyl-1H-pyrazol-4-yl)amino)pyrimidin-4-yl)-3a,6a-dimethylhexahydropyrrolo[3,4-c]pyrrol-2(1H)-yl)ethan-1-ol